3-(benzyloxy)estra-1,3,5(10)-trien-15,16,17-triol triacetate C(C)(=O)OC1C(C([C@]2(C)[C@@H]1[C@@H]1CCC=3C=C(C=CC3[C@H]1CC2)OCC2=CC=CC=C2)OC(C)=O)OC(C)=O